(3S,4S)-4-hydroxy-3-methyltetrahydrofuran O[C@H]1[C@H](COC1)C